5-(5-(1-(5-chloro-2-fluorobenzyl)piperidin-4-yl)-3-isopropyl-1H-indol-2-yl)-1,3-dimethylpyridin-2(1H)-one ClC=1C=CC(=C(CN2CCC(CC2)C=2C=C3C(=C(NC3=CC2)C=2C=C(C(N(C2)C)=O)C)C(C)C)C1)F